NC1=C(C=NN1C=1C=NC(=CC1C)OC1=C(C=CC=C1F)F)C(=O)C1=CC=2C(=CC=3CCN(CC3C2)CC2COCC2)N1 (5-amino-1-{6-[(2,6-difluorophenyl)oxy]-4-methylpyridin-3-yl}pyrazol-4-yl)[6-(tetrahydrofuran-3-ylmethyl)-5,6,7,8-tetrahydro-1H-pyrrolo[2,3-g]isoquinolin-2-yl]methanone